COC1=C(C=CC=C1)C1=C(C=C(C=C1)CNC)NS(=O)(=O)C1=CC=CC=C1 N-(2'-methoxy-4-((methylamino)methyl)-[1,1'-biphenyl]-2-yl)benzenesulfonamide